BrC1(C(C=C(C2=C1OC1=C2C=CC=C1F)O)OC)F 4-bromo-3-methoxy-4,6-difluorodibenzo[b,d]furanol